CC1=C(C=CC=C1)NC(C1=CC=C(C=C1)O[C@@H](C(=O)NC1=CC=C(C=C1)Cl)C)=O (R)-N-(2-methylphenyl)-4-((1-((4-chlorophenyl)amino)-1-oxopropan-2-yl)oxy)benzamide